4-((5-(3,4-difluorophenyl)pyridin-3-yl)oxy)-6-((4-(methyl-sulfonyl)piperazin-1-yl)methyl)picolinonitrile FC=1C=C(C=CC1F)C=1C=C(C=NC1)OC1=CC(=NC(=C1)CN1CCN(CC1)S(=O)(=O)C)C#N